Hexahydro-1,3,5-trimethyl-1,3,5-triazine CN1CN(CN(C1)C)C